4-(((5-(3-(Chloromethyl)phenyl)pyrimidin-2-yl)oxy)methyl)piperidine-1-carboxylic acid tert-butyl ester C(C)(C)(C)OC(=O)N1CCC(CC1)COC1=NC=C(C=N1)C1=CC(=CC=C1)CCl